C(C)OC(CCN(C#N)C1=C(C=C(C=C1)N1CCN(CC1)C(=O)OC(C)(C)C)CC)=O tert-Butyl 4-(4-(N-(3-ethoxy-3-oxopropyl)cyanamido)-3-ethylphenyl)piperazine-1-carboxylate